COC(=O)[C@]1(N(C[C@H](C1)COC)C(=O)OC(C)(C)C)CC(=C)CCl (2R,4S)-2-(2-(chloromethyl)allyl)-4-(methoxymethyl)pyrrolidine-1,2-dicarboxylic acid 1-(tert-butyl) 2-methyl ester